O-methyluridine monophosphate P(=O)(O)(O)OC[C@@H]1[C@H]([C@H]([C@@H](O1)N1C(=O)NC(=O)C=C1)OC)O